2-{3-[(3R)-3-(1-methylcyclopropyl)piperazin-1-yl]-1,2,4-triazin-6-yl}-5-(2-methyl-2H-[1,2,3]triazolo[4,5-b]pyridin-6-yl)phenol hydrochloride Cl.CC1(CC1)[C@@H]1CN(CCN1)C=1N=NC(=CN1)C1=C(C=C(C=C1)C1=CC=2C(N=C1)=NN(N2)C)O